C[SiH](C)[Zr](C1C(=CC2=CC=CC=C12)C)C1C(=CC2=CC=CC=C12)C dimethylsilylbis(2-methylindenyl)zirconium